C([C@@H](O)C)(=O)O.CC1(C(N(C2=CC=CC=C12)C1CCN(CC1)C([C@H](CCC1=CC=CC=C1)NC(=O)[C@H]1CNCCC1)=O)=O)C (R)-N-((S)-1-(4-(3,3-dimethyl-2-oxoindolin-1-yl)piperidin-1-yl)-1-oxo-4-phenylbutan-2-yl)piperidine-3-carboxamide L-lactate